3-chloro-6-formylimidazo[1,2-a]pyridine-8-carboxylic acid methyl ester COC(=O)C=1C=2N(C=C(C1)C=O)C(=CN2)Cl